C1(CCC1)=[Zr](C1C=CC=C1)C1C2=CC=CC=C2C=2C=CC=CC12 cyclobutylidene(9-fluorenyl)(cyclopentadienyl)zirconium